(4-(4-chloro-1-hydroxybutyl)phenyl)-2-methylpropanoic acid ethyl ester C(C)OC(C(C)(C)C1=CC=C(C=C1)C(CCCCl)O)=O